5-amino-4-hydroxy-2-(4-trifluoromethylphenyl)-furan-3-one NC1=C(C(C(O1)C1=CC=C(C=C1)C(F)(F)F)=O)O